ClC=1C(=NC(=CC1)OC)N1N(C(=C(C1=O)NC(C1=CC=C(C=C1)OC(F)F)=O)C1=C(C=C(C=C1F)OC)F)C N-[2-(3-chloro-6-methoxypyridin-2-yl)-5-(2,6-difluoro-4-methoxyphenyl)-1-methyl-3-oxo-2,3-dihydro-1H-pyrazol-4-yl]-4-(difluoromethoxy)benzamide